OCCC(CC(=O)OCC1=CC=CC=C1)C benzyl 5-hydroxy-3-methylpentanoate